IC1=NN(C2=NC=C(C=C21)C(=O)OC)COCC[Si](C)(C)C methyl 3-iodo-1-{[2-(trimethylsilyl)ethoxy]methyl}pyrazolo[3,4-b]pyridine-5-carboxylate